1-ETHOXY-2-PROPANOL C(C)OCC(C)O